2-[5-(4-fluorophenyl)-3-isopropyl-imidazol-4-yl]thiazole-4-carboxylic acid FC1=CC=C(C=C1)C1=C(N(C=N1)C(C)C)C=1SC=C(N1)C(=O)O